ClC1=CC(=CC=2OC3(CC3)C(NC21)=O)C=2NC[C@H](CC2)C (S)-5-Chloro-7-(5-methyl-1,4,5,6-tetrahydropyridin-2-yl)spiro[benzo[b][1,4]oxazine-2,1'-cyclopropane]-3(4H)-one